3-(8-(bis(4-methoxybenzyl)amino)-2-(chloro(2,6-difluorophenyl)methyl)-5-(4-methyloxazol-5-yl)-[1,2,4]Triazolo[1,5-a]Pyrazin-6-yl)benzonitrile COC1=CC=C(CN(C=2C=3N(C(=C(N2)C=2C=C(C#N)C=CC2)C2=C(N=CO2)C)N=C(N3)C(C3=C(C=CC=C3F)F)Cl)CC3=CC=C(C=C3)OC)C=C1